SCSC(CSCC(SCS)SCS)SCS 1,1,5,5-Tetrakis(mercaptomethylthio)-3-thiapentan